2-(1-Cyclobutyl-1H-pyrazol-4-yl)-5-({[1-(2,6-difluorophenyl)cyclopropyl]carbonyl}amino)benzoic acid C1(CCC1)N1N=CC(=C1)C1=C(C(=O)O)C=C(C=C1)NC(=O)C1(CC1)C1=C(C=CC=C1F)F